4-(2-oxaspiro[3.3]hept-6-yl)piperazine-1-sulfonamide tert-butyl-(4-methyl-2H-1,2,3-triazol-2-yl)acetate C(C)(C)(C)OC(CN1N=CC(=N1)C)=O.C1OCC12CC(C2)N2CCN(CC2)S(=O)(=O)N